3-fluoro-5-(hydroxymethyl)benzonitrile FC=1C=C(C#N)C=C(C1)CO